CC=1N=C(SC1)[Li] (4-methyl-2-thiazolyl)-lithium